6-bromo-2,3-dimethylpyridine BrC1=CC=C(C(=N1)C)C